C(C)(C)(C)C1=CC(=CC(=C1)F)F 1-tert-butyl-3,5-difluoro-benzene